4-epoxycyclohexylmethyl 3,4-epoxycyclohexanoate C1(CC2C(CC1)O2)C(=O)OCC2CC1C(CC2)O1